C(C)(C)(C)OC(N[C@@H]1NC2=C(N(C1=C)C1=CC=C(C=C1)C(NC1=NC=CC=C1)=O)C(=NC=N2)N)=O N-{(7S)-6-methylene-5-{4-[N-(2-pyridyl)carbamoyl]phenyl}-4-amino-7,8-dihydro-6H-pyrimido[5,4-b]pyrazin-7-yl}carbamic acid tert-butyl ester